N(=C=O)C1(CC1)C(F)(F)F isocyanato-1-(trifluoromethyl)cyclopropane